CC(=CCN1CCCC1)CCC=C(C)C 1-(3,7-dimethylocta-2,6-dien-1-yl)pyrrolidine